C(CCC)OC(CCC(C)(OOC(C)(C)C)OOC(C)(C)C)=O.S(=O)(=O)(O)CCC[N+](C)(C)CCOC(C(=C)C)=O 3-sulfopropyl-methacryloxyethyl-dimethyl-ammonium n-butyl-4,4-bis(t-butyl-peroxy)valerate